ClC1=C(C=C(C=N1)CN1[C@H](CN(CC1)C(=O)N1N=C(C=C1)NS(=O)(=O)C)C)N1CCC(CC1)F (S)-N-(1-(4-((6-chloro-5-(4-fluoropiperidin-1-yl)pyridin-3-yl)methyl)-3-methylpiperazine-1-carbonyl)-1H-pyrazol-3-yl)methanesulfonamide